ClC1=CC=CC(=N1)C(=O)N1C(C(C(C1)(F)F)O)C1CCCC1 (6-chloropyridin-2-yl)(2-cyclopentyl-4,4-difluoro-3-hydroxypyrrolidin-1-yl)methanone